[Cl].[Cl].Cl[Pd]Cl dichloropalladium (II) dichlorine